3-(trifluoromethyl)benzyl thiol Methyl-(1S*,4R*,6R*)-6-(3,5-bis(trifluoromethyl)phenyl)-3-(2-(thiophen-2-yl)acetyl)-2-oxa-3,5-diazabicyclo[2.2.2]oct-7-ene-5-carboxylate C[C@@]12ON([C@@H](N([C@@H]1C1=CC(=CC(=C1)C(F)(F)F)C(F)(F)F)C(=O)O)C=C2)C(CC=2SC=CC2)=O.FC(C=2C=C(CS)C=CC2)(F)F |o1:1,4,6|